(2S)-5-tert-butoxy-2-{[(9H-fluoren-9-ylmethoxy)carbonyl]amino}-5-oxopentanoic acid monohydrate O.C(C)(C)(C)OC(CC[C@@H](C(=O)O)NC(=O)OCC1C2=CC=CC=C2C=2C=CC=CC12)=O